FC(OCCN1C[C@@H](CCC1)NC=1N=NC(=C2C1C=NC=C2)C2=C(C=C(C=C2)C(F)(F)F)OC)F N-{(3R)-1-[2-(difluoromethoxy)ethyl]piperidin-3-yl}-1-[2-methoxy-4-(trifluoromethyl)phenyl]pyrido[3,4-d]pyridazin-4-amine